N-(6-aminopyridazin-3-yl)acetamide NC1=CC=C(N=N1)NC(C)=O